5-bromo-1H-pyrido[1,2-c]pyrimidin-1-one BrC1=CC=CN2C(N=CC=C21)=O